1-(phenyl)-2-oxopyrrolidine C1(=CC=CC=C1)N1C(CCC1)=O